COC(C1=CC=C(C=C1)OC1=CC(=CC(=C1)NC(=O)NC1=CC=C(C=C1)OC)OC1=CC=C(C=C1)F)=O methyl-4-(3-(4-fluorophenoxy)-5-(3-(4-methoxyphenyl)ureido)phenoxy)benzoate